3-(4-morpholinylphenyl)-3-phenyl-5,7-dibromo-11-trifluoromethyl-13,13-dimethyl-3,13-dihydro-indeno[2',3':3,4]naphtho[1,2-b]pyran N1(CCOCC1)C1=CC=C(C=C1)C1(C=CC2=C(O1)C=1C(=CC(=CC1C1=C2C(C2=CC(=CC=C21)C(F)(F)F)(C)C)Br)Br)C2=CC=CC=C2